C(=O)(O)[C@H](O)[C@@H](O)C(=O)O.CN1N=CC2=C1NC1=C(NC2)C=CC=C1 1-methyl-1,4,5,10-tetrahydropyrazolo[3,4-b][1,5]benzodiazepine L-tartrate salt